N-propionyl-3,5-bis(2-chlorobenzyl)-4-piperidone C(CC)(=O)N1CC(C(C(C1)CC1=C(C=CC=C1)Cl)=O)CC1=C(C=CC=C1)Cl